Para-amyl-cyclohexanone sodium arsenite [As]([O-])([O-])[O-].[Na+].C(CCCC)C1CCC(CC1)=O.[Na+].[Na+]